(5-{[2-(4-bromophenyl)imidazo[1,2-a]pyrimidin-3-yl]methyl}-2,5-diazabicyclo[2.2.2]oct-2-yl)(3-fluoro-6-methoxypyridin-2-yl)methanone BrC1=CC=C(C=C1)C=1N=C2N(C=CC=N2)C1CN1C2CN(C(C1)CC2)C(=O)C2=NC(=CC=C2F)OC